tert-butyl 4-(7-(tetrahydrofuran-3-yl)imidazo[1,2-c]pyrimidin-3-yl)-1,4-diazepane-1-carboxylate O1CC(CC1)C1=CC=2N(C=N1)C(=CN2)N2CCN(CCC2)C(=O)OC(C)(C)C